C(C)NC(=O)N1CCC2(C=3N(CCC2)N=C(C3)C=3C=NC2=CC=C(C=C2C3)OC)CC1 N-ethyl-2'-(6-methoxyquinolin-3-yl)-6',7'-dihydro-5'H-spiro[piperidine-4,4'-pyrazolo[1,5-a]pyridine]-1-carboxamide